4-methoxy-N-methyl-3-nitrobenzenesulfonamide COC1=C(C=C(C=C1)S(=O)(=O)NC)[N+](=O)[O-]